N-(1-(3-methyl-4-(((R)-1-(2-(1-methyl-1H-pyrazol-4-yl)quinolin-4-yl)ethyl)carbamoyl)phenyl)ethyl)-1H-imidazole-2-carboxamide CC=1C=C(C=CC1C(N[C@H](C)C1=CC(=NC2=CC=CC=C12)C=1C=NN(C1)C)=O)C(C)NC(=O)C=1NC=CN1